1-(t-butyl) 2,4-dimethyl (2S,4R)-4-azidopyrrolidine-1,2,4-tricarboxylate N(=[N+]=[N-])[C@@]1(C[C@H](N(C1)C(=O)OC(C)(C)C)C(=O)OC)C(=O)OC